2-Bromo-8,9-dihydropyrido[3',2':4,5]pyrrolo[1,2-a]pyrazin-6(7H)-one BrC=1C=CC=2C=C3N(CCNC3=O)C2N1